CN(CCN(C1=C(C=C(C(=C1)OC)NC1=NC=NC(=C1)N1OCC[C@@H]1C1=CC(=CC=C1)C=1C=NC=2N(C1)N=CC2)NC(C=C)=O)C)C (R)-N-(2-((2-(dimethylamino)-ethyl)(methyl)-amino)-4-methoxy-5-((6-(3-(3-(pyrazolo[1,5-a]pyrimidin-6-yl)phenyl)-isoxazolidin-2-yl)-pyrimidin-4-yl)-amino)phenyl)-acrylamide